[N+](=O)([O-])C1=CC=C(C=C1)OC1=CC=C(C=C1)[N+](=O)[O-] bis-(4-nitrophenyl) ether